CC(CC(C)C(C(=O)OCCCC)CCC(CC(C)(C)C)C)(C)C butyl 2-(4,4-dimethylpentan-2-yl)-5,7,7-trimethyloctanoate